6-amino-7-(3-methoxy-2,6-dimethylphenyl)-7H-pyrrolo[2,3-d]pyrimidine-5-carboxamide NC1=C(C2=C(N=CN=C2)N1C1=C(C(=CC=C1C)OC)C)C(=O)N